COCOC=1C(=CC2=CN(N=C2C1)C)C1=NC=C(C(=N1)C)C(=O)N[C@@H]1C[C@@H](N(CC1)C(=O)OC(C)(C)C)C tert-butyl (2S,4S)-4-[[2-[6-(methoxymethoxy)-2-methyl-indazol-5-yl]-4-methyl-pyrimidine-5-carbonyl]amino]-2-methyl-piperidine-1-carboxylate